C1=C(C=CC2=CC=C(C=C12)C(=O)O)C(=O)O 2,7-naphthalenedicarboxylic acid